C(C1=CC=CC=C1)C=1NC(=NN1)C(=O)N[C@@H]1CC2(C3=C(N(C1=O)C)N=CC=C3)CC2 (R)-5-benzyl-N-(9'-methyl-8'-oxo-6',7',8',9'-tetrahydrospiro[cyclopropane-1,5'-pyrido[2,3-B]azepin]-7'-yl)-4H-1,2,4-triazole-3-carboxamide